4-chloro-1-methyl-1,8-naphthyridin-2(1H)-one ClC1=CC(N(C2=NC=CC=C12)C)=O